ClC=1C2=C(N=C(N1)C)C=NC(=C2)NC2COCC2 4-chloro-2-methyl-N-(tetrahydrofuran-3-yl)pyrido[3,4-d]pyrimidin-6-amine